COC1=CC=C(C=C1)N1N=NC(=C1C)C(=O)O 1-(4-methoxyphenyl)-5-methyl-1H-1,2,3-triazole-4-carboxylic acid